O[C@H]1[C@@H](C2=C(C(C(=C3N2[C@]12CCCCN(C3=O)C2)O)=O)C(=O)NCC2=C(C=C(C=C2F)F)F)O (6aS,7R,8R)-7,8,11-trihydroxy-1,10-dioxo-N-(2,4,6-trifluorobenzyl)-1,3,4,5,6,7,8,10-octahydro-2,6a-methano[1,4]diazonino[9,1,2-cd]indolizine-9-carboxamide